FC(CCOC(C(CC(=O)OCCC(C(C(C(F)(F)F)(F)F)(F)F)(F)F)OS(=O)[O-])=O)(C(C(C(F)(F)F)(F)F)(F)F)F bis(3,3,4,4,5,5,6,6,6-nonafluorohexyl)-2-sulfinatooxysuccinate